2-[(2S)-1-(2-fluoroprop-2-enoyl)-4-[7-(8-methyl-1-naphthyl)-6,8-dihydro-5H-pyrido[3,4-d]pyrimidin-4-yl]piperazin-2-yl]acetonitrile FC(C(=O)N1[C@H](CN(CC1)C=1C2=C(N=CN1)CN(CC2)C2=CC=CC1=CC=CC(=C21)C)CC#N)=C